indan-1-ylmalonate C1(CCC2=CC=CC=C12)C(C(=O)[O-])C(=O)[O-]